CN1CC(OCC1)C1=CC=C(C=C1)B1OC(C(O1)(C)C)(C)C 4-methyl-2-[4-(4,4,5,5-tetramethyl-1,3,2-dioxaborolan-2-yl)phenyl]morpholine